propoxybenzyltriacetoxysilane C(CC)OCC(=O)O[Si](OC(C)=O)(OC(C)=O)CC1=CC=CC=C1